3-(1-cyclopentyl-6-nitro-1H-indole-3-carbonyl)benzenesulfonyl chloride C1(CCCC1)N1C=C(C2=CC=C(C=C12)[N+](=O)[O-])C(=O)C=1C=C(C=CC1)S(=O)(=O)Cl